6-(1-(6-bromo-1H-imidazo[4,5-b]pyrazin-1-yl)ethyl)-3-(1-methyl-1H-pyrazol-4-yl)quinoline BrC1=CN=C2C(=N1)N(C=N2)C(C)C=2C=C1C=C(C=NC1=CC2)C=2C=NN(C2)C